CS(=O)(=O)[O-].C(CCC)[NH+]1C(CCC1)CCC 1-Butyl-2-propylpyrrolidinium methansulfonat